1-(2-Hydroxy-4,6-dimethoxyphenyl)-3-(4-methylphenyl)prop-2-en-1-one OC1=C(C(=CC(=C1)OC)OC)C(C=CC1=CC=C(C=C1)C)=O